tert-butyl (4-amino-3-isobutoxybenzyl)carbamate NC1=C(C=C(CNC(OC(C)(C)C)=O)C=C1)OCC(C)C